F[C@@H]1C2=C([C@H]3CCCC(N3C1)=O)NC1=CC=CC(=C12)F (7R,12bR)-7,8-difluoro-1H,2H,3H,4H,6H,7H,12H,12bH-indolo[2,3-a]quinolizin-4-one